(R)-N-(4-(3-((5-(trifluoromethyl)pyrimidin-2-yl)amino)pyrrolidine-1-carbonyl)thiazol-2-yl)acrylamide FC(C=1C=NC(=NC1)N[C@H]1CN(CC1)C(=O)C=1N=C(SC1)NC(C=C)=O)(F)F